NC=1C=C(C(=NC1)C)NC(=O)C=1C=NN2C1SC(=C2)C=2C=NN1C2OCCC1 N-(5-amino-2-methylpyridin-3-yl)-2-(6,7-dihydro-5H-pyrazolo[5,1-b][1,3]oxazin-3-yl)pyrazolo[5,1-b]thiazole-7-carboxamide